C(C(=C)C)(=O)OCCOC(C1=C(C(=CC(=C1)I)I)I)=O 2-methacryloyloxyethyl-2,3,5-triiodobenzoate